(R)-ethyl 2-(1-(6-chloroimidazo[1,2-a]pyridine-2-carbonyl) pyrrolidin-2-yl)thiazole-4-carboxylate ClC=1C=CC=2N(C1)C=C(N2)C(=O)N2[C@H](CCC2)C=2SC=C(N2)C(=O)OCC